titanium bis-malate C(C(O)CC(=O)[O-])(=O)[O-].C(C(O)CC(=O)[O-])(=O)[O-].[Ti+4]